methyl (S)-7-chloro-8-methoxy-1-methyl-2,3-dihydro-1H-pyrrolo[3,4-c]quinoline-6-carboxylate ClC1=C(C=C2C3=C(C=NC2=C1C(=O)OC)CN[C@H]3C)OC